C(C)(C)(C)OC(=O)N1CCN(CC1)C(CN1CCC(CC1)(CO)O)=O 4-[2-[4-hydroxy-4-(hydroxymethyl)-1-piperidinyl]acetyl]piperazine-1-carboxylic acid tert-butyl ester